methyl {[5-chloro-6-(6-fluoro-5-methoxy-2-pyridyl)-2-indolyl]methyl}carbamate ClC=1C=C2C=C(NC2=CC1C1=NC(=C(C=C1)OC)F)CNC(OC)=O